(3Z)-6-hydroxy-3-hexenylmethoxymethyl ether OCC\C=C/CCC(OC)OC(CC\C=C/CCO)OC